C(CCC)C1=NC(NC=C1)=O butylpyrimidone